CC=1C=C(C=2N(C(C(=C(N2)N2CCCCC2)C(F)(F)F)=O)C1)[C@H](C)NC1=C(C(=O)O)C=CC=C1 (S)-2-((1-(7-methyl-4-oxo-2-(piperidin-1-yl)-3-(trifluoromethyl)-4H-pyrido[1,2-a]pyrimidin-9-yl)ethyl)amino)benzoic acid